Diethyl 1-[2-(2,3-dihydro-1,4-benzodioxin-5-yl)-2-oxoethyl]-1H-pyrazole-3,5-dicarboxylate O1CCOC2=C1C=CC=C2C(CN2N=C(C=C2C(=O)OCC)C(=O)OCC)=O